N-{(4aR,6R)-5,5-difluoro-2-[6-methoxy-4-(2,4,6-trifluorophenyl)[1,2]oxazolo[5,4-b]pyridin-3-yl]-1-oxooctahydropyrrolo[1,2-c]pyrimidin-6-yl}methanesulfonamide FC1([C@@H](CN2C(N(CC[C@@H]21)C2=NOC1=NC(=CC(=C12)C1=C(C=C(C=C1F)F)F)OC)=O)NS(=O)(=O)C)F